4-Tert-butylbenzaldehyde oxime C(C)(C)(C)C1=CC=C(C=NO)C=C1